C(#N)C=1C(=NC=CC1)CCl 3-cyano-2-(chloromethyl)-pyridine